6,7-dimethoxy-9-(6-(3-(m-tolyl)piperidin-1-yl)pyridin-3-yl)naphtho[2,3-c]furan-1(3H)-one COC1=CC2=CC3=C(C(OC3)=O)C(=C2C=C1OC)C=1C=NC(=CC1)N1CC(CCC1)C=1C=C(C=CC1)C